4-CHLORO-3-ETHOXY-2-FLUOROPHENYLBORONIC ACID ClC1=C(C(=C(C=C1)B(O)O)F)OCC